6-bromo-8-fluoro-N-(3,4,5-trimethoxyphenyl)-[1,2,4]triazolo[4,3-a]pyridin-3-amine BrC=1C=C(C=2N(C1)C(=NN2)NC2=CC(=C(C(=C2)OC)OC)OC)F